(R)-3-(5-(2-Benzyl-4-(methylsulfonyl)piperazin-1-yl)-3-(methylamino)-1H-pyrazolo[3,4-c]pyridin-1-yl)-2,6-difluoro-5-(trifluoromethyl)phenol C(C1=CC=CC=C1)[C@H]1N(CCN(C1)S(=O)(=O)C)C=1C=C2C(=CN1)N(N=C2NC)C=2C(=C(C(=C(C2)C(F)(F)F)F)O)F